FC(C1=CC=C(C=C1)CC=1C=2N(C=CC1)N=CC2C(=O)NC21CC(C2)(C1)CC(=O)O)(F)F 2-[3-[[4-[[4-(trifluoromethyl)phenyl]methyl]pyrazolo[1,5-a]pyridine-3-carbonyl]amino]-1-bicyclo[1.1.1]pentyl]acetic acid